C(CCCCCCC)OC1=NOC(=C1)C(=O)NO 3-(octyloxy)-N-hydroxyisoxazole-5-carboxamide